C(C1=CC=CC=C1)OC(=O)NCCCNC(=O)C1=CC=C(C=C1)C1=N[C@H](C=2N(C3=C1C(=C(S3)C)C)C(=NN2)C)CC(=O)OC(C)(C)C tert-butyl (S)-2-(4-{4-[(3-{[(benzyloxy)carbonyl]amino}propyl)carbamoyl]phenyl}-2,3,9-trimethyl-6H-thieno[3,2-f][1,2,4]triazolo[4,3-a][1,4]diazepin-6-yl)acetate